C1(CCCC1)NC(=O)C1=CC2=C(N(C1=O)C)CCC2C N-Cyclopentyl-1,5-dimethyl-2-oxo-6,7-dihydro-5H-cyclopenta[b]pyridine-3-carboxamide